ClC=1C=C2C(=CC(=NC2=CC1)C(F)(F)F)N[C@@H]1C[C@@H](CCC1)NC(=O)C=1C=NNC1C#N N-[(1R,3S)-3-{[6-chloro-2-(trifluoromethyl)quinolin-4-yl]amino}cyclohexyl]-5-cyano-1H-pyrazole-4-carboxamide